O1C=NC2=C1C(=CC=C2)CN2C1=C(C3=CC=CC(=C23)C(=O)O)CCCC(C1)CCCCCC 5-[(1,3-benzooxazol-7-yl)methyl]-7-hexyl-5H,6H,7H,8H,9H,10H-cyclohepta[b]indole-4-carboxylic acid